(4-bromobutanoyloxy)heptadecanedioic acid BrCCCC(=O)OC(C(=O)O)CCCCCCCCCCCCCCC(=O)O